1-chloro-3-(2-chloro-4-(2-(4-(2-hydroxy-3-(5-(hydroxymethyl)-4-iodo-1H-1,2,3-triazol-1-yl)propoxy)phenyl)propan-2-yl)phenoxy)propan-2-ol ClCC(COC1=C(C=C(C=C1)C(C)(C)C1=CC=C(C=C1)OCC(CN1N=NC(=C1CO)I)O)Cl)O